C(CCCCCCCC)(=O)O[C@@H]1CC2=CC[C@H]3[C@@H]4CC[C@H]([C@@H](CCCC(C)C)C)[C@]4(CC[C@@H]3[C@]2(CC1)C)C cholesterol Pelargonate